(2-((5-fluoro-4-(4-fluoro-2-methoxyphenyl)pyridin-2-yl)amino)pyridin-4-yl)methanol FC=1C(=CC(=NC1)NC1=NC=CC(=C1)CO)C1=C(C=C(C=C1)F)OC